4,4'-((5-(4-(4H-1,2,4-triazol-4-yl)phenoxy)-1,3-phenylene)bis(oxy))dibenzoic acid N=1N=CN(C1)C1=CC=C(OC=2C=C(C=C(C2)OC2=CC=C(C(=O)O)C=C2)OC2=CC=C(C(=O)O)C=C2)C=C1